ClC1=C(C=CC=C1C(F)(F)F)N1CCN(CC1)CC[C@@H]1CC[C@H](CC1)NC(=O)C=1OC=CC1 N-(trans-4-(2-(4-(2-chloro-3-(trifluoromethyl)phenyl)piperazin-1-yl)ethyl)cyclohexyl)furan-2-carboxamide